2-[2-[2-[3-(6-Aminohexanoylamino)propanoylamino]ethoxy]ethyl-dimethyl-ammonio]ethyl-hydrogenphosphat NCCCCCC(=O)NCCC(=O)NCCOCC[N+](CCOP(=O)(O)[O-])(C)C